methyl-triethylmethylamine CNC(CC)(CC)CC